C(CCC)[CH2+] n-butyl-carbenium